OC[C@@H]1[C@H]([C@@H](C[C@@H](O1)[C@H](CO)O)O[Si](C(C)C)(C(C)C)C(C)C)C (S)-1-((2R,4R,5R,6S)-6-(hydroxymethyl)-5-methyl-4-((triiso-propylsilyl)oxy)tetrahydro-2H-pyran-2-yl)ethane-1,2-diol